FC(C1=CN(C(=C1C1=CC=C(C=C1)C)F)C1=CC=C(N)C=C1)F 4-(3-difluoromethyl-5-fluoro-4-(4-methylphenyl)-1H-pyrrol-1-yl)aniline